C(C1=CC=CC=C1)[Se]C(C(=O)C1=CC=CC=C1)[Se]CC1=CC=CC=C1 2,2-Bis(benzylselanyl)-1-phenylethan-1-one